C1(=CC=CC=C1)[B-](C1=CC=CC=C1)(C1=CC=CC=C1)C1=CC=CC=C1.C[N+]1=CCC2=CC=CC=C12 methyl-3H-indolium tetraphenyl-borate